FC1(CC(C1)(O)C1=CC=2C(=NC(=CC2)C=2C=CC(=C(C=O)C2)O)S1)F 5-(2-(3,3-difluoro-1-hydroxycyclobutyl)thieno[2,3-b]pyridin-6-yl)-2-hydroxybenzaldehyde